methyl 2-(2-(4-(((2-(4-cyclopropyl-6-methoxypyrimidin-5-yl)pyrido[2,3-d]pyrimidin-4-yl)oxy)methyl)phenyl)-4-(trifluoromethyl)-1H-imidazol-1-yl)acetate C1(CC1)C1=NC=NC(=C1C=1N=C(C2=C(N1)N=CC=C2)OCC2=CC=C(C=C2)C=2N(C=C(N2)C(F)(F)F)CC(=O)OC)OC